N-(4-(5-(trifluoromethyl)pyridin-2-yl)pyrrolo[1,2-a]quinoxalin-7-yl)acrylamide FC(C=1C=CC(=NC1)C=1C=2N(C3=CC=C(C=C3N1)NC(C=C)=O)C=CC2)(F)F